((4aS,6R,7R,8R,8aR)-6-(aminomethyl)-7,8-dihydroxyhexahydro-1H,6H-pyrano[2,3-b][1,4]oxazin-1-yl)ethan-1-one NC[C@@H]1[C@@H]([C@@H]([C@@H]2[C@@H](OCCN2C(C)=O)O1)O)O